5-(3-((tert-butyldiphenylsilyl)oxy)bicyclo[3.1.0]hexan-6-yl)-1-isopropyl-1H-pyrazole-3-carboxylic acid [Si](C1=CC=CC=C1)(C1=CC=CC=C1)(C(C)(C)C)OC1CC2C(C2C1)C1=CC(=NN1C(C)C)C(=O)O